butanamide hydrate O.C(CCC)(=O)N